N-(4-nitropyridin-2-yl)-N-[3-(trifluoromethyl)phenyl]acetamide [N+](=O)([O-])C1=CC(=NC=C1)N(C(C)=O)C1=CC(=CC=C1)C(F)(F)F